COC(=O)C=1N=C2N(C=C(C=C2)C(N)=NO)C1 Methyl-6-(N'-hydroxycarbamimidoyl)imidazo[1,2-a]pyridine-2-carboxylate